2-[[6-(1,3-benzothiazol-2-ylamino)-5-methyl-pyridazin-3-yl]-(3-hydroxy-4-methoxy-butyl)amino]thiazole-4-carboxylic acid S1C(=NC2=C1C=CC=C2)NC2=C(C=C(N=N2)N(C=2SC=C(N2)C(=O)O)CCC(COC)O)C